(6-bromoimidazo[1,2-a]pyridin-3-yl)-pyrrolidin-1-yl-methanone BrC=1C=CC=2N(C1)C(=CN2)C(=O)N2CCCC2